Benzyl 7-(2-((tert-butoxycarbonyl) amino)-6-methylphenyl)-7H-thieno[2',3':4,5]Thieno[3,2-b]Pyrrole-6-carboxylate C(C)(C)(C)OC(=O)NC1=C(C(=CC=C1)C)N1C2=C(C=C1C(=O)OCC1=CC=CC=C1)SC1=C2SC=C1